CC=1C=CC(=NC1CCN1CCCC1)NC1=CC2=C(C=N1)SC(=N2)C2=NC=CC=C2C 5-Methyl-N-[2-(3-methylpyridin-2-yl)-[1,3]thiazolo[5,4-c]pyridin-6-yl]-6-[2-(pyrrolidin-1-yl)ethyl]pyridin-2-amine